2',5-dichloro-N-(6-cyano-5-(trifluoromethyl)pyridin-3-yl)-2,4'-difluoro-[1,1'-biphenyl]-4-carboxamide ClC1=C(C=CC(=C1)F)C1=C(C=C(C(=C1)Cl)C(=O)NC=1C=NC(=C(C1)C(F)(F)F)C#N)F